C(C)N(S(=O)(=O)C1=CC=C(C=C1)S(=O)(=O)N1C[C@@H](CCC1)C(=O)N[C@@H]1CC[C@@H](CC1)OC)CC (R)-1-((4-(N,N-Diethylsulfamoyl)phenyl)sulfonyl)-N-(cis-4-methoxycyclohexyl)piperidine-3-carboxamide